ClC1=C(C=C(C=C1)F)N=C(N)C1=C(C=2N(N=C1)C=C(C2)C2CCCCC2)N[C@H]2C[C@H](CC2)NC(OC(C)(C)C)=O tert-butyl N-[(1S,3R)-3-[[3-[N'-(2-chloro-5-fluoro-phenyl)carbamimidoyl]-6-cyclohexyl-pyrrolo[1,2-b]pyridazin-4-yl]amino]cyclopentyl]carbamate